C(C)(C)(C)C1=CC=C(C=C1)C1=CC(=NC=C1)C=C1C(NC(S1)=O)=O 5-((4-(4-(t-butyl)phenyl)pyridin-2-yl)methylene)thiazolidine-2,4-dione